butyl carbamate tert-butyl-carbamate C(C)(C)(C)NC(O)=O.C(N)(OCCCC)=O